[Cr](NC(=O)N)(=O)[O-] chromaallophanate